4-(2-fluorophenoxy)benzamide FC1=C(OC2=CC=C(C(=O)N)C=C2)C=CC=C1